2-(4-chloro-3-methoxy-1,2-oxazol-5-yl)-3-methylbutyric acid ClC=1C(=NOC1C(C(=O)O)C(C)C)OC